NC1=CC=C(C=C1)C1=C2C=CC(C(=C3C=CC(=C(C=4C=CC(=C(C5=CC=C1N5)C5=CC=C(C=C5)N)N4)C4=CC=C(C=C4)N)N3)C3=CC=C(C=C3)N)=N2.[Ni+2] nickel (II) tetrakis(4-aminophenyl)porphyrin